2-(7-methoxy-3,3-bis(methoxycarbonyl)-1,2,3,4-tetrahydronaphthalen-1-yl)acetic acid COC1=CC=C2CC(CC(C2=C1)CC(=O)O)(C(=O)OC)C(=O)OC